FC(C=1N=C(OC1C(=O)N1[C@@H](C2=C(CC1)NC=N2)C=2OC1=C(N2)C=CC=C1F)C=1N=CN(C1)C)F (S)-(4-(difluoromethyl)-2-(1-methyl-1H-imidazol-4-yl)oxazol-5-yl)(4-(7-fluorobenzo[d]oxazol-2-yl)-1,4,6,7-tetrahydro-5H-imidazo[4,5-c]pyridin-5-yl)methanone